OC=1C=C2C(NC(C2=CC1)=O)C1=C(NC2=CC=CC=C12)CNCC1=CC=C2C=CN(C2=C1)C 5-hydroxy-3-[2-({[(1-methyl-1H-indol-6-yl)methyl]amino}methyl)-1H-indol-3-yl]-2,3-dihydro-1H-isoindol-1-one